NCC=1C=CC=C2C3=C(COC12)C=CC(=C3)COC3=C(C=CC(=C3)F)CC(=O)O 2-(2-((4-(aminomethyl)-6H-benzo(c)chromen-9-yl)methoxy)-4-fluorophenyl)acetic acid